C(#N)C1(CCC1)C(=O)N1CC=2C=C(C(NC2CC1)=O)C(=O)N 6-(1-cyanocyclobutanecarbonyl)-2-oxo-1,2,5,6,7,8-hexahydro-1,6-naphthyridine-3-carboxamide